N-(4-(5-(2-Chlorobenzamido)-1-methyl-1H-pyrazol-3-yl)phenyl)-2-methylnicotinamide ClC1=C(C(=O)NC2=CC(=NN2C)C2=CC=C(C=C2)NC(C2=C(N=CC=C2)C)=O)C=CC=C1